tert-butyl (S)-(2-(4-(5-((4-amino-2-(hexan-3-yloxy)imidazo[2,1-f][1,2,4]triazin-7-yl)methyl)-3-methylpyridin-2-yl)piperazin-1-yl)-2-oxoethyl)(methyl)carbamate NC1=NC(=NN2C1=NC=C2CC=2C=C(C(=NC2)N2CCN(CC2)C(CN(C(OC(C)(C)C)=O)C)=O)C)O[C@@H](CC)CCC